FC=1C(=CC(NC1)=O)N1CCNCC1 5-fluoro-4-(piperazin-1-yl)pyridin-2(1H)-one